C1(CC1)CCN(C1=C2CN(C(C2=CC=C1)=O)C1C(NC(CC1)=O)=O)C1CCC(CC1)N(CCCC(F)(F)F)C 3-{4-[(2-cyclopropylethyl)[(1r,4r)-4-[methyl(4,4,4-trifluorobutyl)amino]cyclohexyl]amino]-1-oxo-3H-isoindol-2-yl}piperidine-2,6-dione